1-[7-difluoromethyl-6-(1-methyl-1H-pyrazol-4-yl)-3,4-dihydro-2H-quinolin-1-yl]-isoquinoline-3-carboxylic acid (2-hydroxypropyl)-amide OC(CNC(=O)C=1N=C(C2=CC=CC=C2C1)N1CCCC2=CC(=C(C=C12)C(F)F)C=1C=NN(C1)C)C